1-[1-(3,5-difluorophenyl)-5-oxopyrrolidin-3-yl]-3-(2-fluorophenyl)imidazolidine-2,4,5-trion FC=1C=C(C=C(C1)F)N1CC(CC1=O)N1C(N(C(C1=O)=O)C1=C(C=CC=C1)F)=O